[C@@H]1([C@H](O)[C@@H](O)[C@H](O)[C@H](O1)CO)O[C@H]1[C@@H]([C@H]([C@@H](O[C@@H]1CO)O[C@@H]([C@@H]([C@H](C=O)O)O)[C@H](O)CO)O)O β-D-glucopyranosyl-(1->4)-β-D-glucopyranosyl-(1->4)-D-glucose